[I-].COC1=CC2=C([N+](=C(S2)C)C)C=C1 6-methoxy-2,3-dimethylbenzo[d]thiazol-3-ium iodide